dicyclohexyl trisulfide C1(CCCCC1)SSSC1CCCCC1